C(#N)C1=C(N=C2N(C1=O)C=C(C=C2[C@@H](C)NC2=C(C(=O)O)C=CC=C2)C)NC2CCC2 (R)-2-((1-(3-cyano-2-(cyclobutylamino)-7-methyl-4-oxo-4H-pyrido[1,2-a]pyrimidin-9-yl)ethyl)amino)benzoic acid